FC1=C(C=C(C(=C1)[Si](C)(C)C)F)NC(C(NC(CC=1OC(=NN1)C)=O)C1=CC=C(C=C1)COC)=O N-(2,5-difluoro-4-(trimethylsilyl)phenyl)-2-(4-(methoxymethyl)phenyl)-2-(((5-methyl-1,3,4-oxadiazol-2-yl)acetyl)amino)acetamide